OC1=C2C=CC=NC2=CC=C1B(O)O 5-HYDROXYQUINOLINE-6-BORONIC ACID